C(C)(C)(C)OC(=O)N1[C@@H]2C[C@@H](OC[C@H]12)C(=O)N1[C@H](C2=CC=CC=C2CC1)C1=CC=C(C=C1)F (1R,4R,6R)-4-((S)-1-(4-fluorophenyl)-1,2,3,4-tetrahydroisoquinoline-2-carbonyl)-3-oxa-7-azabicyclo[4.1.0]heptane-7-carboxylic acid tert-butyl ester